C1COC(C=2C=C(C(=O)O1)C=C(C2)S(=O)(=O)O)=O 5-sulfoisophthalic acid ethylene ester